5'-O-(4,4'-dimethoxytrityl)-2'-trifluoroacetamidouridine COC1=CC=C(C(C2=CC=C(C=C2)OC)(C2=CC=CC=C2)OC[C@@H]2[C@H]([C@]([C@@H](O2)N2C(=O)NC(=O)C=C2)(O)NC(C(F)(F)F)=O)O)C=C1